ClC1=C(C=CC=2N=CSC21)C2=CNC=1N=C(N(C(C12)=O)C)N1[C@H]2[C@@H](C[C@@H]1CC2)NC 5-(7-Chlorobenzo[d]thiazol-6-yl)-3-methyl-2-((1R,2R,4S)-2-(methylamino)-7-azabicyclo[2.2.1]heptan-7-yl)-3,7-dihydro-4H-pyrrolo[2,3-d]pyrimidin-4-one